3-methylpicolinealdehyde CC=1C(=NC=CC1)C=O